(E)-2-(((1-(1-methylcyclohexyl)ethylidene)amino)oxy)acetic acid CC1(CCCCC1)\C(\C)=N\OCC(=O)O